3-[[5-(2-tert-butoxycarbonylisoindolin-4-yl)-2,4-difluoro-phenyl]sulfamoyl]-5-chloro-4-methoxy-benzoic acid C(C)(C)(C)OC(=O)N1CC2=CC=CC(=C2C1)C=1C(=CC(=C(C1)NS(=O)(=O)C=1C=C(C(=O)O)C=C(C1OC)Cl)F)F